C(C)OC(CC/C=C/COC[C@@]12C[C@H](N([C@H]2C1)C(=O)OC(C)(C)C)C(=O)OCC1=CC=CC=C1)=O 3-benzyl 2-(tert-butyl) (1S,3S,5R)-5-((((E)-6-ethoxy-6-oxohex-2-en-1-yl)oxy) methyl)-2-azabicyclo[3.1.0]hexane-2,3-dicarboxylate